FC1(CC(C1)C=1C=CC(=NC1F)[C@@H](NC(=O)[C@H]1N(C[C@@H](C1)F)C(CC1=CN(C(C=C1)=O)CC)=O)C1=CC=CC=C1)F (2S,4R)-N-[(S)-[5-(3,3-difluorocyclobutyl)-6-fluoropyridin-2-yl](phenyl)methyl]-1-[2-(1-ethyl-6-oxo-1,6-dihydropyridin-3-yl)acetyl]-4-fluoropyrrolidine-2-carboxamide